C1(=CC=CC=C1)P(C(C1=C(C(=CC=C1C)C)C)=O)(C1=CC=CC=C1)=O diphenyl(2,3,6-trimethylbenzoyl)phosphine oxide